NC1=NC=CC2=C1N(C(N2CC2N(CCC2)[C@@]2(CC(C(=O)CC#N)=CC=C2)Br)=O)C2=CC=C(C=C2)OC2=CC=CC=C2 (S)-3-(2-((4-amino-2-oxo-3-(4-phenoxyphenyl)-2,3-dihydro-1H-imidazo[4,5-c]pyridin-1-yl)methyl)pyrrolidin-1-yl)-3-bromobenzoyl-acetonitrile